C(C=C)(=O)OC1=C(C=C(C=C1C(C)(C)C)C)CC1=C(C(=CC(=C1)C)C(C)(C)C)O 1-2-(2-hydroxy-3-t-butyl-5-methylbenzyl)-4-methyl-6-t-butylphenyl acrylate